4-Chloro-7-[(3S*)-1-{4-[4-(dibutoxymethyl)piperidin-1-yl]phenyl}piperidin-3-yl]-1H-indole-3-carbonitrile ClC1=C2C(=CNC2=C(C=C1)[C@H]1CN(CCC1)C1=CC=C(C=C1)N1CCC(CC1)C(OCCCC)OCCCC)C#N |o1:10|